[C@@H]1(C=C[C@@H](CO)O1)N1C(=O)N=C(N)C=C1 2',3'-didehydro-2',3'-dideoxycytidine